C1(CC1)C1=C(C(=O)OC)C=C(C(=C1)CN1CCC2(CC(N(C2)C2=CC=C(C=C2)C(NCCCO)=O)=O)CC1)OCC methyl 2-cyclopropyl-5-ethoxy-4-((2-(4-((3-hydroxypropyl)carbamoyl)phenyl)-3-oxo-2,8-diazaspiro[4.5]decan-8-yl)methyl)benzoate